3-(3,6-dichloropyridazin-4-yl)propanal ClC=1N=NC(=CC1CCC=O)Cl